5-(8-((1-(4-(1,2-bis(4-hydroxyphenyl)but-1-en-1-yl)phenyl)piperidin-4-yl)methyl)-3,8-diazabicyclo[3.2.1]octane-3-yl)-2-(2,6-dioxopiperidin-3-yl)-6-fluoroisoindoline OC1=CC=C(C=C1)C(=C(CC)C1=CC=C(C=C1)O)C1=CC=C(C=C1)N1CCC(CC1)CN1C2CN(CC1CC2)C=2C=C1CN(CC1=CC2F)C2C(NC(CC2)=O)=O